ClC1=C(C(C(=O)NC2=CC=C(C=C2)C(F)(F)F)=CC=C1Br)O 3-chloro-4-bromo-4'-trifluoromethyl-salicylanilide